(R) or (S)-N-(amino(5-(2-hydroxypropan-2-yl)-1-phenyl-1H-pyrazol-3-yl)(oxo)-λ6-sulfaneylidene)-2-(2,6-diisopropyl-4-(2-(tetrahydro-2H-pyran-4-yl)ethyl)phenyl)acetamide N[S@](=NC(CC1=C(C=C(C=C1C(C)C)CCC1CCOCC1)C(C)C)=O)(=O)C1=NN(C(=C1)C(C)(C)O)C1=CC=CC=C1 |o1:1|